BrC=1C=CC(=NC1O)C(=O)OC methyl 5-bromo-6-hydroxy-pyridine-2-carboxylate